((benzo[d]thiazol-2-ylamino)(1,3,5-trimethyl-1H-pyrazol-4-yl)methyl)naphthalen-2-ol S1C(=NC2=C1C=CC=C2)NC(C=2C(=NN(C2C)C)C)C2=C(C=CC1=CC=CC=C21)O